5-[2-methyl-8-(trifluoromethyl)imidazo[1,2-a]pyridin-6-yl]-2-{3-[(3S)-3-(propan-2-yl)piperazin-1-yl]-1,2,4-triazin-6-yl}phenol CC=1N=C2N(C=C(C=C2C(F)(F)F)C=2C=CC(=C(C2)O)C2=CN=C(N=N2)N2C[C@@H](NCC2)C(C)C)C1